C(#N)C=1C=CC(=C(OC2CN(C2)C(CNC(=O)C2=NNC(=C2)C2=CC=CC=C2)=O)C1)C 5-Phenyl-1H-pyrazole-3-carboxylic acid {2-[3-(5-cyano-2-methyl-phenoxy)-azetidin-1-yl]-2-oxoethyl}-amide